Cl.CC1=C(N=NN1C1CCNCC1)C1=CC=2N(C(=C1)OC(C)C=1C=NC=C(C1)OC(F)(F)F)C(=CN2)C#N 7-[5-Methyl-1-(4-piperidyl)triazol-4-yl]-5-[1-[5-(trifluoromethoxy)-3-pyridyl]ethoxy]imidazo[1,2-a]pyridine-3-carbonitrile HCl